N-[(1R)-1-(3-benzoylphenyl)ethyl]benzenesulfonamide C(C1=CC=CC=C1)(=O)C=1C=C(C=CC1)[C@@H](C)NS(=O)(=O)C1=CC=CC=C1